The molecule is an organic sodium salt having 2-{(4-{ethyl[(3-sulfonatophenyl)methyl]amino}phenyl)[4-{ethyl[(3-sulfonatophenyl)methyl]iminio}cyclohexa-2,5-dien-1-ylidene]methyl}-5-hydroxybenzene-1-sulfonate as the counterion. Used as a substitute for Light green SF yellowish in Masson's trichrome as it is less likely to fade, and is more brilliant in colour. Also used as a food colouring agent. It has a role as a histological dye, a fluorochrome and a food colouring. It contains a Fast green FCF(2-). CCN(CC1=CC(=CC=C1)S(=O)(=O)[O-])C2=CC=C(C=C2)C(=C3C=CC(=[N+](CC)CC4=CC(=CC=C4)S(=O)(=O)[O-])C=C3)C5=C(C=C(C=C5)O)S(=O)(=O)[O-].[Na+].[Na+]